O=C1NC(CCC1C1=CC=C(OCC(=O)NCCCCCC(=O)O)C=C1)=O 6-(2-(4-(2,6-Dioxopiperidin-3-yl)phenoxy)acetamido)hexanoic acid